2,6-dimethylphenyl isonitrile CC1=C(C(=CC=C1)C)[N+]#[C-]